N-(6-(1,3,4-Thiadiazol-2-yl)isoquinolin-3-yl)-2-(4-methylpiperazin-1-yl)Isonicotinamide S1C(=NN=C1)C=1C=C2C=C(N=CC2=CC1)NC(C1=CC(=NC=C1)N1CCN(CC1)C)=O